6-(2,6-bis(bromomethyl)pyridin-4-yl)aminocaproic acid BrCC1=NC(=CC(=C1)NCCCCCC(=O)O)CBr